CC1=C(C(=C(C1([Hf]C1(C=CC2=CC=3CC(CC3C=C12)(C)C)CCC)C)C)C)C Pentamethylcyclopentadienyl-(1-n-propyl-6,6-dimethyl-1,5,6,7-tetrahydro-s-indacenyl)hafnium